N1C[C@@H](CCC1)NC=1C2=C(C(=NN1)C1=C(C=C(C=C1)C(F)(F)F)O)COC2 2-{4-[(3R)-piperidin-3-ylamino]-5H,7H-furo[3,4-d]pyridazin-1-yl}-5-(trifluoromethyl)phenol